C(CCC)C1(CS(C2=C(N(C1)C1=CC=C(C=C1)F)C=C(C(=C2)OC[C@@H](C(=O)O)OC)SC)(=O)=O)CCCC (S)-3-((3,3-dibutyl-5-(4-fluorophenyl)-7-(methylthio)-1,1-dioxido-2,3,4,5-tetrahydro-1,5-benzothiazepin-8-yl)oxy)-2-methoxypropanoic acid